4-bromo-6-chloro-1-tetrahydropyran-2-yl-indazole BrC1=C2C=NN(C2=CC(=C1)Cl)C1OCCCC1